OC(C=O)C=CC(C)O 2,5-dihydroxyhex-3-enal